(R)-4'-(4-aminopiperidine-1-yl)-2'-fluoro-N-((5-fluoro-2-hydroxyphenyl)(1H-indole-2-yl)methyl)-5-methyl-[1,1'-biphenyl]-3-carboxamide NC1CCN(CC1)C1=CC(=C(C=C1)C1=CC(=CC(=C1)C)C(=O)N[C@@H](C=1NC2=CC=CC=C2C1)C1=C(C=CC(=C1)F)O)F